8-methoxy-7-[(3S)-oxopyrrolidin-3-yloxy]Imidazo[1,5-a]Quinazolin-5-amine COC1=C(C=C2C(=NC=3N(C2=C1)C=NC3)N)O[C@@H]3C(NCC3)=O